Ethyl-(2S)-2-[4-bromo-2-(4-ethoxy-4,5-dihydroisoxazol-3-yl)phenoxy]propanoat C(C)OC([C@H](C)OC1=C(C=C(C=C1)Br)C1=NOCC1OCC)=O